5-bromo-N-[(3-chloro-4-fluorophenyl)-(5-methyl-4-methylsulfonyl-1H-imidazol-2-yl)methyl]-6-(trifluoromethyl)pyridin-2-amine BrC=1C=CC(=NC1C(F)(F)F)NC(C=1NC(=C(N1)S(=O)(=O)C)C)C1=CC(=C(C=C1)F)Cl